C1(=CC=CC=C1)S(=O)(=O)NC=1C=CC(=C(C1)/C=C/[C@@H](CCOC1=C(C=CC=C1)CCC(=O)O)O)C 3-[2-[(E,3R)-5-[5-(Benzenesulfonamido)-2-methylphenyl]-3-hydroxypent-4-enoxy]phenyl]propanoic acid